[2,5-bis(propan-2-yl)thiophen-3-yl]-1-{[(3S)-1-methylpiperidin-3-yl][1-(propan-2-yl)-1H-pyrazol-4-yl]sulfamoyl}urea CC(C)C=1SC(=CC1N(C(=O)N)S(N(C=1C=NN(C1)C(C)C)[C@@H]1CN(CCC1)C)(=O)=O)C(C)C